S(=O)(=O)(C1=CC=C(C)C=C1)CCCS(=O)(=O)C1=CC=C(C)C=C1 1,3-ditosylpropane